FC=1C=C2C(=CNC2=CC1)/C=C(/C(=O)C1=CC(=C(C(=C1)OC)OC)OC)\C (E)-3-(5-fluoro-1H-indol-3-yl)-2-methyl-1-(3,4,5-trimethoxyphenyl)prop-2-en-1-one